C(=CCCC)O n-pentenol